FC1(CN(CC1)C1=NC=CC(=C1NC(C1=CC=C(C=C1)C(C(F)(F)F)=O)=O)I)F N-(2-(3,3-difluoropyrrolidin-1-yl)-4-iodopyridin-3-yl)-4-(2,2,2-trifluoroacetyl)benzamide